CC=1N=CC(=NC1)C(O)C=1SC(=CC1)C1=NOC(=N1)C(F)(F)F (5-methylpyrazin-2-yl)-[5-[5-(trifluoromethyl)-1,2,4-oxadiazol-3-yl]-2-thienyl]methanol